butylidenebis(3-methyl-6-t-butylphenyl) phosphite P1(OC2=C(C(=CC=C2C(C)(C)C)C)C(CCC)C2=C(C(=CC=C2C)C(C)(C)C)O1)[O-]